C(CC(C)CCCC(C)CCCC(C)CCCC(C)C)(=O)OCC(O)CO glyceryl phytanoate